(1R,3S)-3-(3-{[(5-methyl-1,2-oxazol-3-yl)acetyl]amino}-1H-pyrazol-5-yl)cyclopentyl (2S)-2-methylpyrrolidine-1-carboxylate C[C@@H]1N(CCC1)C(=O)O[C@H]1C[C@H](CC1)C1=CC(=NN1)NC(CC1=NOC(=C1)C)=O